ClC1=C2CNC(C2=C(C=C1)[N+](=O)[O-])=O 4-chloro-7-nitro-2,3-dihydroisoindol-1-one